FC1=C(CN2C=NC=3C2=NC(=CC3NS(=O)(=O)CC)C=3C2=C(C(N(C3)C)=O)NC=C2)C=C(C=C1)C(F)(F)F N-(3-(2-fluoro-5-(trifluoromethyl)benzyl)-5-(6-methyl-7-oxo-6,7-dihydro-1H-pyrrolo[2,3-c]pyridin-4-yl)-3H-imidazo[4,5-b]pyridin-7-yl)ethanesulfonamide